3,5-dichloro-2,4,6-trisFluoropyridine ClC=1C(=NC(=C(C1F)Cl)F)F